ClC=1C(=NC(=NC1)C(=O)O)OC 5-chloro-4-methoxypyrimidine-2-carboxylic acid